C(CCCCCCC\C=C/C\C=C/CCCCC)OC(CC(CC(=O)OCCCCCCCC\C=C/C\C=C/CCCCC)NC(=O)OCCN(C)C)=O di((9Z,12Z)-octadeca-9,12-dien-1-yl)3-(((2-(dimethylamino)ethoxy)carbonyl)amino)pentanedioate